tri(2-methyl-2-phenylpropyl)tin 3-aminopyrazinate NC=1C(=NC=CN1)C(=O)[O-].CC(C[Sn+](CC(C)(C)C1=CC=CC=C1)CC(C)(C)C1=CC=CC=C1)(C)C1=CC=CC=C1